The molecule is a member of the class of oxazolidines that is isoxazoldin-3-one which is substituted at position 4 by an amino group. It is a serine derivative, a member of oxazolidines, a primary amino compound and a hydroxamic acid ester. C1C(C(=O)NO1)N